2-chloro-3-(cyclopropanecarbonylamino)-4-(trifluoromethoxy)benzoic acid ClC1=C(C(=O)O)C=CC(=C1NC(=O)C1CC1)OC(F)(F)F